C(C1=CC=CC=C1)N1CC2OC2C1 3-benzyl-6-oxa-3-azabicyclo[3.1.0]hexane